C(C)(C)(C)C=1N=CC(=NC1)C1=CC(=C2C=NC(=NN21)N[C@H]2[C@@H](COCC2)O)F (3S,4R)-4-((7-(5-(tert-butyl)pyrazin-2-yl)-5-fluoropyrrolo[2,1-f][1,2,4]triazin-2-yl)amino)tetrahydro-2H-pyran-3-ol